Cl.C1(=CC=CC=C1)[C@H](C(=O)NC=1SC=CN1)N1N=C2C=C(C=CC2=C1)C=1C=NC(=CC1)N1CCNCC1 |r| (2RS)-2-phenyl-2-[6-(6-piperazin-1-yl-3-pyridyl)indazol-2-yl]-N-thiazol-2-yl-acetamide hydrochloride